ClC1=C(C=2N(C=C1C=1CCN(CC1)S(=O)(=O)C=1C=NN(C1C)C)N=CN2)F 7-chloro-6-(1-((1,5-dimethyl-1H-pyrazol-4-yl)sulfonyl)-1,2,3,6-tetrahydropyridin-4-yl)-8-fluoro-[1,2,4]triazolo[1,5-a]pyridine